FC1=CC=C2C(=CNC2=C1)C=1CCN(CC1)C(=O)C1=CC=C(OCC(=O)NO)C=C1 2-(4-(4-(6-fluoro-1H-indol-3-yl)-1,2,3,6-tetrahydropyridine-1-carbonyl)phenoxy)-N-hydroxyacetamide